CC(C(=COCCC1=CC=CC=C1)C1=CC=CC=C1)C (3-methyl-1-phenethoxybut-1-en-2-yl)benzene